4-formamido-3-methoxy-N,N-dimethylbenzamide C(=O)NC1=C(C=C(C(=O)N(C)C)C=C1)OC